CNC=1N=CC(=C2C=C(N=CC12)NC(=O)C1CC1)C=1SC2=C(N1)C=CC(=C2)N2CCOCC2 N-[8-(methylamino)-5-(6-morpholino-1,3-benzothiazol-2-yl)-2,7-naphthyridin-3-yl]cyclopropanecarboxamide